C(#N)C=1C=CC(=C(C1)C1=CC(=NC=C1C(=O)NC=1SC2=NC(=CC=C2N1)C1=CC=C(C=C1)CC#N)C)OC 4-(5-cyano-2-methoxyphenyl)-N-(5-(4-(cyanomethyl)phenyl)thiazolo[5,4-b]pyridin-2-yl)-6-methylnicotinamide